BrC1=C(OC(C(=O)NC)C)C=CC(=C1)C=O 2-(2-BROMO-4-FORMYLPHENOXY)-N-METHYLPROPANAMIDE